4-[5-methoxy-3-(trifluoromethyl)pyrazol-1-yl]benzoic acid methyl ester COC(C1=CC=C(C=C1)N1N=C(C=C1OC)C(F)(F)F)=O